Ethyl phenanthridin-6-yl (phenyl) phosphite P(OCC)(OC=1N=C2C=CC=CC2=C2C=CC=CC12)OC1=CC=CC=C1